Ethan-1,2-diylbis{1-[3,5-bis(trifluoromethyl)phenyl]-5-oxopyrrolidin-3-carboxylat} C(CC1N(C(CC1C(=O)[O-])=O)C1=CC(=CC(=C1)C(F)(F)F)C(F)(F)F)C1N(C(CC1C(=O)[O-])=O)C1=CC(=CC(=C1)C(F)(F)F)C(F)(F)F